ClC1=C(C=CC(=C1)C)N(C=1C=C(C=C2CCN(CC2)C(=O)OC(C)(C)C)C=CC1)C tert-Butyl 4-(3-((2-chloro-4-methylphenyl)(methyl)amino)benzylidene)piperidine-1-carboxylate